(S)-6-(1-amino-1,3-dihydrospiro[indene-2,4'-piperidin]-1'-yl)-3-(3,7,7-trimethyl-7,8-dihydrocinnolin-5-yl)-1,5-dihydro-4H-pyrazolo[3,4-d]pyrimidin-4-one N[C@@H]1C2=CC=CC=C2CC12CCN(CC2)C=2NC(C1=C(N2)NN=C1C=1C=2C=C(N=NC2CC(C1)(C)C)C)=O